CNC(C(=O)N)=C 2-(methylamino)propenamide